C(C1=CC=CC=C1)OC=1C(=NC(=CC1)C(F)(F)F)C=C 3-(Benzyloxy)-2-ethenyl-6-(trifluoromethyl)pyridine